C(C)OC(C(C)(OC1=CC=C(C2=CC=CC=C12)CN1CCN(CC1)CC1=CC=C(C=C1)C(F)(F)F)C)=O 2-Methyl-2-((4-((4-(4-(trifluoromethyl)benzyl)piperazin-1-yl)methyl)naphthalen-1-yl)oxy)propanoic acid ethyl ester